C(C=C)(=O)N1C[C@@H](CCC1)C=1C=NC=CC1C1=CC(=C(CNC(=O)C2=NOC(=C2)C(C)(C)C)C=C1)C (S)-N-(4-(3-(1-acryloylpiperidin-3-yl)pyridin-4-yl)-2-methylbenzyl)-5-(tert-butyl)isoxazole-3-carboxamide